N1C=C(C2=CC=CC=C12)C=1C=C(SC1)C(CC(=O)OC)=O Methyl 3-(4-(1H-indol-3-yl)thiophen-2-yl)-3-oxopropanoate